C(C)C(COP(=O)([O-])[O-])CCCC.[Zn+2] zinc 2-ethylhexylphosphate salt